FC(C1=NC=CC(=C1)C(C)C=1C=C2C(=CC=NC2=CC1)C(=O)[O-])(F)F 6-(1-(2-(trifluoromethyl)pyridin-4-yl)ethyl)quinoline-4-carboxylate